NC1=NC(N(C=C1F)[C@@H]1O[C@@]([C@H]([C@@H]1Cl)OC(C1=CC=CC=C1)(C1=CC=CC=C1)C1=CC=C(C=C1)OC)(COC(C1=CC=CC=C1)(C1=CC=CC=C1)C1=CC=C(C=C1)OC)CCl)=O 4-amino-1-[(2R,3S,4R,5R)-3-chloro-5-(chloromethyl)-4-[(4-methoxyphenyl)diphenylmethoxy]-5-{[(4-methoxyphenyl)diphenylmethoxy]methyl}oxolan-2-yl]-5-fluoropyrimidin-2-one